1-methyl-4-(trifluoromethyl)-1H-pyrrolo[2,3-b]pyridin-6-yl trifluoromethanesulfonate FC(S(=O)(=O)OC1=CC(=C2C(=N1)N(C=C2)C)C(F)(F)F)(F)F